(S)-6-(9,9-Difluoro-6-(prop-1-yn-1-yl)-9H-fluoren-3-yl)-2-imino-3,6-dimethyltetrahydropyrimidin-4(1H)-one FC1(C2=CC=C(C=C2C=2C=C(C=CC12)[C@@]1(CC(N(C(N1)=N)C)=O)C)C#CC)F